[Fe].[Co].[Sm] samarium-cobalt-iron